C[C@]1(N(CCC1)C1(CN(C1)C(=O)OC(C)(C)C)C[N+](=O)[O-])C(=O)O methyl-(1-(tert-butoxycarbonyl)-3-(nitromethyl)azetidin-3-yl)-D-proline